2-(2,6-dioxopiperidin-3-yl)-4-(prop-2-en-1-yl)-2,3-dihydro-1H-isoindole-1,3-dione O=C1NC(CCC1N1C(C2=CC=CC(=C2C1=O)CC=C)=O)=O